(S)-2-amino-3-(1H-imidazol-4-yl)-N',N'-di((9Z,12Z)-octadeca-9,12-dien-1-yl)propanehydrazide N[C@H](C(=O)NN(CCCCCCCC\C=C/C\C=C/CCCCC)CCCCCCCC\C=C/C\C=C/CCCCC)CC=1N=CNC1